CN1C=CC=2C1=NC=CN2 5-methyl-5H-pyrrolo[2,3-b]pyrazin